N-(N,N-DIETHYLAMINOSULFONYL)-2-(INDOLIN-1-YL)-2-METHYLPROPANE-1-AMINE C(C)N(S(=O)(=O)NCC(C)(C)N1CCC2=CC=CC=C12)CC